O=C1NC(CCC1NC=1C=C2CN(CC2=CC1)C(=O)OC(C)(C)C)=O tert-Butyl 5-[(2,6-dioxo-3-piperidyl)amino]isoindoline-2-carboxylate